(±)-(3aR,4R,7S,7aS)-Octahydro-4,7-epiminoisobenzofuran Hydrochloride Cl.C1OC[C@H]2[C@H]3CC[C@@H]([C@@H]12)N3 |r|